5-bromo-6-fluoro-3-methylindazole BrC=1C=C2C(=NNC2=CC1F)C